dimethyl 2-(3-nitro-5-(trifluoromethyl)pyridin-2-yl)malonate [N+](=O)([O-])C=1C(=NC=C(C1)C(F)(F)F)C(C(=O)OC)C(=O)OC